3-amino-6-chloro-5-(3,5-difluorophenyl)pyrazine-2-carboxamide NC=1C(=NC(=C(N1)C1=CC(=CC(=C1)F)F)Cl)C(=O)N